tert-butyl 2-(((trifluoromethyl) sulfonyl) oxy)-5,6,8,9-tetrahydro-7H-pyrido[2,3-d]azepin-7-carboxylate FC(S(=O)(=O)OC=1C=CC2=C(CCN(CC2)C(=O)OC(C)(C)C)N1)(F)F